BrC(C(=O)[O-])F 2-bromo-2-fluoroacetate